1-(2,2-dioxo-2-thia-7-azaspiro[3.5]nonan-7-yl)-2-methyl-2-((6-(trifluoromethyl)pyridin-3-yl)oxy)propan-1-one O=S1(CC2(C1)CCN(CC2)C(C(C)(OC=2C=NC(=CC2)C(F)(F)F)C)=O)=O